phthalic acid ethyldimethylamine salt C(C)N(C)C.C(C=1C(C(=O)O)=CC=CC1)(=O)O